(R)-2-(2-chloro-6-ethyl-7H-pyrrolo[2,3-d]pyrimidin-7-yl)-7-ethyl-6,7-dihydro-5H-Cyclopent[b]pyridin-7-ol ClC=1N=CC2=C(N1)N(C(=C2)CC)C2=CC=C1C(=N2)[C@@](CC1)(O)CC